ClC1=NC=C(C(=C1)C1=C(C=NC(=C1)C)C(=O)NC=1SC2=C(N1)CN(C2)C(C2=NC(=CC=C2)C(F)F)=O)OC(F)F 2'-chloro-5'-(difluoromethoxy)-N-(5-(6-(difluoromethyl)picolinoyl)-5,6-dihydro-4H-pyrrolo[3,4-d]thiazol-2-yl)-6-methyl-[4,4'-bipyridine]-3-carboxamide